FC(C(=O)O)(F)F.CC(C)=NS(=O)=O propane-2-ylideneSulfonamide trifluoroacetate